Dichloro-5,12-dimethyl-1,5,8,12-tetraazabicyclo[6.6.2]hexadecane Manganese [Mn].ClC1(N2CCN(CCCN(CCN(CC1)C)CC2)C)Cl